4-[7-chloro-2-(2-methoxy-ethoxy)-10,11-dihydro-5H-dibenzo[b,f]azepin-5-yl]-butylamine ClC1=CC2=C(CCC3=C(N2CCCCN)C=CC(=C3)OCCOC)C=C1